FC1(OC2=C(O1)C=C(C(=C2)CC(CC=2OC(=CC2)C)=O)[N+](=O)[O-])F 1-(2,2-difluoro-6-nitrobenzo[d][1,3]dioxol-5-yl)-3-(5-methylfuran-2-yl)propanone